BrC=1N(C(=C(N1)I)SCC)C 2-bromo-5-(ethylsulfanyl)-4-iodo-1-methyl-1H-imidazole